N-(1-amino-3-phenylpropan-2-yl)-1-(2-((4-fluorophenyl)amino)pyridin-4-yl)-1H-pyrrole-3-carboxamide NCC(CC1=CC=CC=C1)NC(=O)C1=CN(C=C1)C1=CC(=NC=C1)NC1=CC=C(C=C1)F